methyl 9,18-dihydroxyoctadecanoate OC(CCCCCCCC(=O)OC)CCCCCCCCCO